(R)-1-(5,6-dibromo-2-methylpyridin-3-yl)pyrrolidin-3-ol BrC=1C=C(C(=NC1Br)C)N1C[C@@H](CC1)O